OC(C)C=1C=C(C=CC1C)C=1C=2N(C(=NC1C1=CC=C(C#N)C=C1)OC[C@H]1CN(CCC1)C)C=CN2 4-(8-[3-(1-hydroxyethyl)-4-methylphenyl]-5-{[(3R)-1-methylpiperidin-3-yl]methoxy}imidazo[1,2-c]pyrimidin-7-yl)benzonitrile